N1(N=CC=C1)CC1=C2CCCOC2=CC=C1 5-((1H-pyrazol-1-yl)methyl)-3,4-dihydro-2H-chromen